F[C@H]1CN(CC1)C=1C=2N(C=CC1C=1C=NNC1)N=C(N2)N[C@@H]2[C@@H](COCC2)F 8-((R)-3-Fluoropyrrolidin-1-yl)-N-((3S,4S)-3-fluorotetrahydro-2H-pyran-4-yl)-7-(1H-pyrazol-4-yl)-[1,2,4]triazolo[1,5-a]pyridin-2-amine